4-(morpholinomethyl)-3-(trifluoromethyl)phenylbenzamide O1CCN(CC1)CC1=C(C=C(C=C1)C1=C(C(=O)N)C=CC=C1)C(F)(F)F